COC(C1=CC(=C(C=C1)C1=CC(=NC=C1C(NC=1SC(=NN1)OCC1=NC=C(C=C1)Cl)=O)C)OC)=O 4-(5-((5-((5-chloropyridin-2-yl)methoxy)-1,3,4-thiadiazol-2-yl)carbamoyl)-2-methylpyridin-4-yl)-3-methoxybenzoic acid methyl ester